CC1OC(OC1)=O 4-Methyl-1,3-Dioxolan-2-on